ClC1=C(C=CC=C1C1=C(C(=NC=C1)Cl)Cl)C1=CC=C(C(=N1)OC)CN(C(OC(C)(C)C)=O)C1CCN(CC1)C(COC)=O tert-butyl N-[[6-[2-chloro-3-(2,3-dichloro-4-pyridyl)phenyl]-2-methoxy-3-pyridyl]methyl]-N-[1-(2-methoxyacetyl)-4-piperidyl]carbamate